C(C)(=O)N1[C@H]([C@H]([C@@H](C2=CC(=CC=C12)C1=CC=C(C=C1)N(C(CCCCCCC(=O)N)=O)O)N=[N+]=[N-])C)CC N-(4-((2S,3R,4S)-1-acetyl-4-azido-2-ethyl-3-methyl-1,2,3,4-tetrahydroquinolin-6-yl)phenyl)-N-hydroxyoctanediamide